C(C)OC1=CC=2N(C=C1C(=O)NC=1N=NC(=CC1)C=1CCNCC1)C=C(N2)C 7-ethoxy-2-methyl-N-(6-(1,2,3,6-tetrahydropyridin-4-yl)pyridazin-3-yl)imidazo[1,2-a]pyridine-6-carboxamide